5-(2-fluorophenyl)-6-(3-fluoro-4-pyridyl)-N-(6-methoxy-3-pyridyl)-1,2,4-triazin-3-amine FC1=C(C=CC=C1)C=1N=C(N=NC1C1=C(C=NC=C1)F)NC=1C=NC(=CC1)OC